2-Ethynyl-4'-methoxy-1,1'-biphenyl C(#C)C1=C(C=CC=C1)C1=CC=C(C=C1)OC